(R)-N-(5-(5-ethyl-1,2,4-oxadiazol-3-yl)-2,3-dihydro-1H-inden-1-yl)-2-(hydroxymethyl)-1-methyl-1H-imidazole-5-carboxamide C(C)C1=NC(=NO1)C=1C=C2CC[C@H](C2=CC1)NC(=O)C1=CN=C(N1C)CO